NC1=NC=CC2=C1N=C(N=C2)C=2C=C(C=CC2)C#C[C@]2(C(N(CC2)C)=O)O (R)-3-[2-[3-(8-Aminopyrido[3,4-d]pyrimidin-2-yl)phenyl]ethynyl]-3-hydroxy-1-methyl-pyrrolidin-2-on